(2r,3s,4s,5r)-3-(3,4-difluoro-2-methoxyphenyl)-N-(3-(hydroxymethyl)-1-methyl-1H-pyrazol-5-yl)-4,5-dimethyl-5-(trifluoromethyl)tetrahydrofuran-2-carboxamide FC=1C(=C(C=CC1F)[C@H]1[C@@H](O[C@]([C@H]1C)(C(F)(F)F)C)C(=O)NC1=CC(=NN1C)CO)OC